butyl N-[2-[4-(4-amino-3-bromo-phenoxy)-3,5-dichloro-phenyl]-3,5-dioxo-1,2,4-triazin-6-yl]carbamate NC1=C(C=C(OC2=C(C=C(C=C2Cl)N2N=C(C(NC2=O)=O)NC(OCCCC)=O)Cl)C=C1)Br